C(C1=CC=CC=C1)N1C(=NC=C1)C1=NNC2=CC(=CC=C12)Br 3-(1-benzyl-1H-imidazol-2-yl)-6-bromo-1H-indazole